1-(4-bromo-2-methylphenyl)-N-((3-(1,1,1-trifluoro-2-methylpropan-2-yl)-1H-1,2,4-triazol-5-yl)methyl)-1H-pyrazole-4-carboxamide BrC1=CC(=C(C=C1)N1N=CC(=C1)C(=O)NCC1=NC(=NN1)C(C(F)(F)F)(C)C)C